4-amino-2-[18F]fluorobenzoic acid NC1=CC(=C(C(=O)O)C=C1)[18F]